N-(2-aminoethyl)-2-azidoacetamide NCCNC(CN=[N+]=[N-])=O